O1COC2=C1C=CC(=C2)N2N=C(C=C2)C=2NC(=CC2)C=2C1=CC(=CC=C1C=C1C=CC(=CC21)C(C)(C)C)C(C)(C)C 1-(benzo[d][1,3]dioxol-5-yl)-3-(5-(2,7-di-tert-butylanthracen-9-yl)-1H-pyrrol-2-yl)-1H-pyrazole